isopropyl (S)-6-diazo-2-((R)-2-methoxy-2-(pyrimidin-4-yl)acetamido)-5-oxohexanoate [N+](=[N-])=CC(CC[C@@H](C(=O)OC(C)C)NC([C@@H](C1=NC=NC=C1)OC)=O)=O